BrC=1C=C(CN2CC(CC2)N)C=CC1 1-(3-bromobenzyl)pyrrolidin-3-amine